C(C)C1=C(CN2CC(CC2)C(=O)O)C=CC(=C1)C(C)=NOCC1=C(C=C(C=C1)C=1C=NC(=NC1)F)F 1-(2-ethyl-4-(1-(((2-fluoro-4-(2-fluoropyrimidin-5-yl)benzyl)oxy)imino)ethyl)benzyl)pyrrolidine-3-carboxylic acid